C(C)C(C(C)(C)C(C(C(C(=O)[O-])(C(C)(C(CC)CC)C)C(C)(C(CC)CC)C)(O)C(=O)[O-])C(=O)[O-])CC Tri(3-ethyl-2-methyl-2-pentyl)citrat